ClC=1C=NC2=CC=CC=C2N1 3-chloroquinoxalin